C(C)(C)(C)C1=CC=C(C=C1)N(C(=O)[C@@H]1N(CCC1)C(=O)OCC1=CC=CC=C1)C(C(N1CCCC1)=O)C=1C=NC=CC1 benzyl (2R)-2-[(4-tert-butylphenyl)-[2-oxo-1-(3-pyridyl)-2-pyrrolidin-1-yl-ethyl]carbamoyl]pyrrolidine-1-carboxylate